OC=1C=C(C=CC1O)\C=C/C(=O)O[C@@H]1C[C@@](C[C@H]([C@H]1O)O)(C(=O)O)O (1S,3R,4R,5R)-3-{[(2Z)-3-(3,4-dihydroxyphenyl)prop-2-enoyl]oxy}-1,4,5-trihydroxycyclohexane-carboxylic acid